N1=CC=C(C=C1)N1N=C(C=C1)C=O 1-(pyridin-4-yl)-1H-pyrazole-3-carbaldehyde